S1C(=CC=C1)C1=CC=C(C=C1)SC=1C=CCCC1 5-((4-(thiophen-2-yl)phenyl)thio)-1H-benzol